1,3,5-tris(2-hydroxyethyl)hexahydro-s-triazine OCCN1CN(CN(C1)CCO)CCO